BrC1=NC=CC(=C1)N(C=1C2=C(N=C(N1)Cl)C=NC=C2F)CC(F)F N-(2-bromopyridin-4-yl)-2-chloro-N-(2,2-difluoroethyl)-5-fluoropyrido[3,4-d]pyrimidin-4-amine